C(C=C)(=O)O.C(C=C)(=O)O.C(C=C)(=O)O.C(C=C)(=O)O.C(O)C methylolmethane tetraacrylate